Cl.N1C[C@@H](CC1)CC(=O)OC methyl (S)-pyrrolidine-3-acetate HCl